4-[(1-methylethyl)amino]-3-nitrobenzaldehyde CC(C)NC1=C(C=C(C=O)C=C1)[N+](=O)[O-]